(1R,2S,3R,5R)-3-(4-amino-5-bromo-2-chloro-7H-pyrrolo[2,3-d]pyrimidin-7-yl)-5-(piperidin-4-yl)cyclopentane-1,2-diol hydrochloride Cl.NC=1C2=C(N=C(N1)Cl)N(C=C2Br)[C@H]2[C@@H]([C@@H]([C@H](C2)C2CCNCC2)O)O